5-[(5-fluoro-2,3-dihydrobenzofuran-4-yl)methylamino]-8-[4-(2-methoxyethoxy)-2-methyl-phenyl]imidazo[1,2-c]pyrimidine-2-carbonitrile FC=1C=CC2=C(CCO2)C1CNC1=NC=C(C=2N1C=C(N2)C#N)C2=C(C=C(C=C2)OCCOC)C